N-(3-(4-bromopyridin-2-yl)oxetan-3-yl)-2-methylpropane-2-sulfinamide BrC1=CC(=NC=C1)C1(COC1)NS(=O)C(C)(C)C